(S)-8-(6-amino-5-((2-(trifluoromethyl)pyridin-3-yl)thio)pyrazin-2-yl)-2-oxa-8-azaspiro[4.5]decan-4-amine NC1=C(N=CC(=N1)N1CCC2([C@@H](COC2)N)CC1)SC=1C(=NC=CC1)C(F)(F)F